N=1N=CN2N=C(C=CC21)NC(CN2N=C(N1C(C2=O)=CC(=N1)C1CC1)C1CC1)=O N-([1,2,4]triazolo[4,3-b]pyridazin-6-yl)-2-(2,7-dicyclopropyl-4-oxopyrazolo[1,5-d][1,2,4]triazin-5(4H)-yl)acetamide